ClC=1C=NC(=NC1)N1CCC(CC1)CCCOC1=CC(=C(C=C1)CC(=O)NCCCCCO)F (4-(3-(1-(5-chloropyrimidin-2-yl)piperidin-4-yl)propoxy)-2-fluorophenyl)-N-(5-hydroxypentyl)acetamide